FC(CSC)(F)F methyl (2,2,2-trifluoroethyl) sulfide